5,7-dihydroxyphenyl-8-(3',3'-dimethylnaphthyl)-flavone OC=1C=CC=C(C1)C1=C(OC2=C(C(=CC=C2C1=O)O)C=1CC(C=C2C=CC=CC12)(C)C)C1=CC=CC=C1